didodecyl-amine hydrochloride Cl.C(CCCCCCCCCCC)NCCCCCCCCCCCC